BrC1=C(C=C2C(=NC(=NC2=C1F)Cl)N1CC=2N(CCC1)N=C(C2)C(=O)N2CCN(CC2)C)F (5-(7-bromo-2-chloro-6,8-difluoroquinazolin-4-yl)-5,6,7,8-tetrahydro-4H-pyrazolo[1,5-a][1,4]diazepin-2-yl)(4-methylpiperazin-1-yl)methanone